FC1=C2C(=NC=NC2=CC=C1N1C[C@H](NCC1)C)NC1=CC(=C(C=C1)OC1=CC2=C(N(C=N2)C)C=C1)C 5-fluoro-N-{3-methyl-4-[(1-methyl-1,3-benzodiazol-5-yl)oxy]phenyl}-6-[(3R)-3-methylpiperazin-1-yl]quinazolin-4-amine